N-((5-fluoro-6-(5-methoxypyridin-2-yl)-1H-indol-2-yl)methyl)acetamide FC=1C=C2C=C(NC2=CC1C1=NC=C(C=C1)OC)CNC(C)=O